N1(N=NC2=C1C=CC=C2)OC(=[N+](C)C)N(C)C 2-(1H-benzotriazol-1-yl)-1,1,3,3-tetramethyluronium